(E)-5-(2-ethoxyvinyl)-6-methylcyanopyridine C(C)O/C=C/C=1C=CC(=NC1C)C#N